3-Fluoro-5-oxo-5,6,7,8-tetrahydronaphthalene-2-carbonitrile FC=1C(=CC=2CCCC(C2C1)=O)C#N